OC1C=2N(CC(C1)C(=O)OC)N=CN2 methyl 8-hydroxy-5,6,7,8-tetrahydro-[1,2,4]triazolo[1,5-a]pyridine-6-carboxylate